(S)-1-((3aR,5S,6aR)-2,2-Dimethyltetrahydrofuro[2,3-d][1,3]dioxol-5-yl)-2-fluoroethyl acetate C(C)(=O)O[C@H](CF)[C@@H]1C[C@@H]2[C@@H](OC(O2)(C)C)O1